(2S,5R)-1-(5'-cyano-2'-methyl-[1,1'-biphenyl]-4-carbonyl)-5-(2,3-difluorophenyl)pyrrolidine-2-carboxylic acid C(#N)C=1C=CC(=C(C1)C1=CC=C(C=C1)C(=O)N1[C@@H](CC[C@@H]1C1=C(C(=CC=C1)F)F)C(=O)O)C